O(C#N)C1=CC=C(C=C1)C(C(C)(C)C)(CCC)C1=CC=C(C=C1)OC#N 3,3-bis(4-cyanatophenyl)-2,2-dimethylhexane